BrC=1C(=NN(C1C(=O)[C@](N)(CC(C)(C)C)C(=O)N[C@@H](C[C@H]1C(NCC1)=O)C#N)CC)C 2-[(4-bromo-1-ethyl-3-methyl-1H-pyrazol-5-yl)carbonyl]-N-{(1S)-1-cyano-2-[(3S)-2-oxopyrrolidin-3-yl]Ethyl}-4-methyl-L-leucinamide